C(C)(=O)OC\C=C\CCCCCC (E)-2-nonen-1-yl acetate